1-((2,6-difluoropyridin-4-yl)methyl)-N-(4-(2-isopropoxypropan-2-yl)thiazol-2-yl)-1H-pyrrole-2-carboxamide FC1=NC(=CC(=C1)CN1C(=CC=C1)C(=O)NC=1SC=C(N1)C(C)(C)OC(C)C)F